Cl.Cl.C(C)[C@H]1N(C[C@@H](NC1)C)C(C)C1=CC=C(C=C1)C(F)(F)F (2R,5S)-2-ethyl-5-methyl-1-(1-(4-(trifluoromethyl)phenyl)ethyl)piperazine dihydrochloride